Methyl (S)-3-((3-methoxy-3-oxopropyl)amino)-3-phenylpropanoate COC(CCN[C@@H](CC(=O)OC)C1=CC=CC=C1)=O